C(C)(C)(C)OC(=O)N1CCC(=CC1)C1=C(C(=CC=C1)Cl)NC(=O)N1CCC(CC1)(C1=CC=C(C=C1)C)C 4-(3-chloro-2-{[4-methyl-4-(4-methylphenyl)piperidine-1-carbonyl]amino}phenyl)-3,6-dihydropyridine-1(2H)-carboxylic acid tert-butyl ester